COC1=CC=C(C=C1)C(N(C)C)=N (4-methoxyphenyl)-N,N-dimethyl-formimidamide